6-Chloro-4-methoxy-3-[(Oxohexan-3-yl)oxy]pyridazine ClC1=CC(=C(N=N1)OC(CC)CCC=O)OC